C(C)OCC1=CC(=C(C=C1)O)OC 4-(ethoxymethyl)-2-methoxyphenol